5-amino-1-tert-butyl-N-(3-(7-[(1-methylpiperidin-4-yl)amino]-3-(2,2,2-trifluoroethyl)pyrazolo[1,5-a]pyridin-2-yl)prop-2-yn-1-yl)-1H-pyrazole-4-carboxamide NC1=C(C=NN1C(C)(C)C)C(=O)NCC#CC1=NN2C(C=CC=C2NC2CCN(CC2)C)=C1CC(F)(F)F